FC=1C(=C(C=CC1)NC1=C(NC2=C1C(NCC2)=O)C2=C(C=NC=C2)OC[C@H]2N(CCCC2)C(C=C)=O)C 3-[(3-fluoro-2-methylphenyl)amino]-2-(3-[[(2S)-1-(prop-2-enoyl)piperidin-2-yl]methoxy]pyridin-4-yl)-1H,5H,6H,7H-pyrrolo[3,2-c]pyridin-4-one